piperidine-1-spiro-1'-pyrrolidinium hexafluorophosphate F[P-](F)(F)(F)(F)F.[N+]12(CCCC1)CCCCC2